FC1=CC=C(C=C1)CNC(=O)C=1C(=NC2=CC(=CC=C2C1C)C(F)(F)F)C(C)C N-[(4-fluorophenyl)-methyl]-2-isopropyl-4-methyl-7-(trifluoromethyl)-quinoline-3-carboxylic acid amide